ClC=1C=C(C=CC1)CN1C=NC2=CC=C(C=C2C1=O)OC1=CC(=NC=C1)C=1N(N=CC1)C 3-[(3-chlorophenyl)methyl]-6-{[2-(2-methylpyrazol-3-yl)-4-pyridyl]oxy}quinazolin-4-one